tert-butyl (6''S,7'R)-2'-ethyl-6''-methyl-5'H-dispiro[1,3-dithiane-2,4'-thieno[2,3-c]pyran-7',4''-piperidine]-1''-carboxylate C(C)C1=CC2=C(S1)[C@]1(CCN([C@H](C1)C)C(=O)OC(C)(C)C)OCC21SCCCS1